5-cHloro-3-(((1R,3s,5S)-8-methyl-8-azabicyclo[3.2.1]octan-3-yl)oxy)thiophene-2-carboxylic acid ClC1=CC(=C(S1)C(=O)O)OC1C[C@H]2CC[C@@H](C1)N2C